4-methyl-1-(3-pyridyl)pent-4-en-2-amine bis-hydrochloride salt Cl.Cl.CC(CC(CC=1C=NC=CC1)N)=C